COC1=C(C2=CC=CC=C2C(=C1)OC)OC(C=C)=O 2-methoxy-4-methoxy-1-acryloyloxynaphthalene